N[C@H](CC1=C(C=2N=NC=C(C2S1)NCC=1SC=CC1)Br)C 6-[(2S)-2-aminopropyl]-7-bromo-N-[(thiophen-2-yl)methyl]thieno[3,2-c]pyridazin-4-amine